N1(CCOCC1)C(C(=O)O)C (4-morpholinyl)propanoic acid